ClC1=C(C=CC(=C1)OC)C1=CC(=CN1)S(=O)(=O)NC1=C(C=C(C=C1)C#N)F 5-(2-chloro-4-methoxy-phenyl)-N-(4-cyano-2-fluoro-phenyl)-1H-pyrrole-3-sulfonamide